(3S,7aS)-3-(((Tert-butyldimethylsilyl)oxy)methyl)-7a-(((tert-butyldiphenylsilyl)oxy)methyl)hexahydro-1H-pyrrolizine [Si](C)(C)(C(C)(C)C)OC[C@@H]1CC[C@@]2(CCCN12)CO[Si](C1=CC=CC=C1)(C1=CC=CC=C1)C(C)(C)C